1-(2,2-difluoroethyl)-N-methyl-N-(piperidin-3-ylmethyl)pyrazolo[3,4-b]pyrazin-6-amine FC(CN1N=CC=2C1=NC(=CN2)N(CC2CNCCC2)C)F